CC1=CC=C(CNS(=O)(=O)C2=CC=C(C=C2)NC(\C=C\C2=CC=NC=C2)=O)C=C1 (E)-N-(4-(N-(4-methylbenzyl)sulfamoyl)phenyl)-3-(pyridin-4-yl)acrylamide